3-chloro-4-(3-ethyl-5-(1'-isopropyl-[1,4'-bipiperidin]-4-yl)-1H-indol-2-yl)-1H-pyrrolo[2,3-b]pyridine ClC1=CNC2=NC=CC(=C21)C=2NC1=CC=C(C=C1C2CC)C2CCN(CC2)C2CCN(CC2)C(C)C